CN1CC(C1)(C)[C@@](C=1C=C(C=NC1)C#CC1(CCCC=2C=CC=NC12)O)(C1=CC=C(C=C1)C(C)C)O 8-{5-[(R)-(1,3-dimethyl-azetidin-3-yl)-hydroxy-(4-isopropyl-phenyl)-methyl]-pyridin-3-ylethynyl}-5,6,7,8-tetrahydro-quinolin-8-ol